COC1=CC=C(C=N1)C#CC1=CC=C(OC2=C(N=NN2)C(=O)O)C=C1 5-(4-(2-(6-methoxypyridin-3-yl)ethynyl)phenoxy)-1H-1,2,3-triazole-4-carboxylic acid